nitroCyclohexane [N+](=O)([O-])C1CCCCC1